5-(4-chlorophenyl)-2,3-dimethyl-7-((2S)-2-(1-methyl-1H-pyrazol-4-yl)-4-morpholinyl)-pyrido[4,3-d]pyrimidin-4(3H)-one ClC1=CC=C(C=C1)C1=NC(=CC=2N=C(N(C(C21)=O)C)C)N2C[C@@H](OCC2)C=2C=NN(C2)C